N-acryloylglycylamine C(C=C)(=O)NCC(=O)N